BrC=1C(NC2=CC=C(C=C2C1)Cl)=O 3-bromo-6-chloro-1H-quinolin-2-one